5-difluoromethyl-1-methylpyrazole-4-carboxylic acid ethyl ester C(C)OC(=O)C=1C=NN(C1C(F)F)C